C=C(C)C1=CC=C2C=C(C(SC2=C1)C(F)(F)F)N1N=C(C=C1)C(F)(F)F 7-(prop-1-en-2-yl)2-(trifluoromethyl)-3-[3-(trifluoromethyl)pyrazol-1-yl]thiochromen